2-Chloro-4-(8-(5-(4-((4-(3-((2,6-dioxopiperidin-3-yl)amino)phenyl)piperazin-1-yl)methyl)piperidine-1-carbonyl)pyrazin-2-yl)-3-methyl-2,8-diaza-spiro[4.5]decan-2-yl)-benzonitrile ClC1=C(C#N)C=CC(=C1)N1CC2(CC1C)CCN(CC2)C2=NC=C(N=C2)C(=O)N2CCC(CC2)CN2CCN(CC2)C2=CC(=CC=C2)NC2C(NC(CC2)=O)=O